ClC1=C(C=C(C(=C1)F)OC)C1=CC=2N(C(N(C(C2S1)=O)C=1C2=C(C=NC1)C=NN2C)=O)CCC#N 3-[6-(2-chloro-4-fluoro-5-methoxy-phenyl)-3-(1-methylpyrazolo[4,3-c]pyridin-7-yl)-2,4-dioxo-thieno[3,2-d]pyrimidin-1-yl]propionitrile